N-[(1s,4s)-4-{[2-(trifluoromethyl)imidazo[1,2-a]pyridin-5-yl]amino}cyclohexyl]-2H-indazole-3-carboxamide FC(C=1N=C2N(C(=CC=C2)NC2CCC(CC2)NC(=O)C=2NN=C3C=CC=CC23)C1)(F)F